CN(C(CC1=CC=C(C(=O)NC2=CC(=C(C=C2)C)NC2=NC=CC(=N2)C=2C=NC=C(C2)C2=C(C=NO2)C)C=C1)C)C 4-(2-Dimethylamino-propyl)-N-(4-methyl-3-{4-[5-(4-methyl-isoxazol-5-yl)-pyridin-3-yl]-pyrimidin-2-ylamino}-phenyl)-benzamide